C(#N)C1(CCN(CC1)CC=1C=C(C(N2C=CC=CC12)=O)C(=O)O)C1=NC=CC=C1 1-((4-cyano-4-(pyridin-2-yl)piperidin-1-yl)methyl)-4-oxo-4H-quinolizine-3-carboxylic acid